ClC=1C=C(C(=O)OC)C=C(C1NC)[N+](=O)[O-] Methyl 3-chloro-4-(methylamino)-5-nitrobenzoate